BrC1=CC=C(C=C1)C(C(O)C1=CC=C(C=C1)Br)O 1,2-bis(4-bromophenyl)-1,2-ethanediol